N1C(=NC2=C1C=CC=C2)C(N2C(C1=CC(=CC=C1C2)C2=CC=C(C=C2)OC2CN(C2)C)=O)C2=C(C=CC(=C2)F)OCOC 2-[1H-benzimidazol-2-yl-[5-fluoro-2-(methoxymethoxy)phenyl]methyl]-6-[4-(1-methylazetidin-3-yl)oxyphenyl]isoindolin-1-one